NC1=CC=CC(=N1)S(=O)(=O)NC(=O)C=1C(=NC(=C(C1)C=C)C(C)(C)C)N1C(C[C@@H](C1)C)(C)C N-[(6-amino-2-pyridyl)sulfonyl]-6-tert-butyl-2-[(4S)-2,2,4-trimethylpyrrolidin-1-yl]-5-vinylpyridine-3-carboxamide